C(C1=CC=CC=C1)N1C(N(C2=CC=CC=C2C1=O)CC1=CC=C(C(=O)NO)C=C1)=O 4-((3-benzyl-2,4-dioxo-3,4-dihydroquinazolin-1(2H)-yl)methyl)-N-hydroxybenzamide